(R)-4-(1-(difluoromethyl)-5-fluoro-2,3-dihydro-1H-benzo[d]pyrrolo[1,2-a]imidazol-7-yl)-5-fluoro-N-(5-(piperazin-1-ylmethyl)pyridin-2-yl)pyrimidin-2-amine FC([C@H]1CCC=2N1C1=C(N2)C(=CC(=C1)C1=NC(=NC=C1F)NC1=NC=C(C=C1)CN1CCNCC1)F)F